3,4-dichloroisothiazole-5-carboxylic acid ethyl ester C(C)OC(=O)C1=C(C(=NS1)Cl)Cl